dodecyl-triethylamine sulfate S(=O)(=O)(O)O.C(CCCCCCCCCCC)C(C)N(CC)CC